dimethyl-hexene CC(=CCCCC)C